(cis-trifluoromethyl)-benzamide FC(F)(F)C1=C(C(=O)N)C=CC=C1